2-(2,4-dimethyl-1H-pyrrol-1-yl)aniline CC=1N(C=C(C1)C)C1=C(N)C=CC=C1